BrC=1N=C2C(=C(C(N(C2=CC1)C)=O)[N+](=O)[O-])N1CCN(CC1)C(C1=C(C=CC=C1)O)C1=C(C=C(C=C1)C)C 6-Bromo-4-(4-((2,4-dimethylphenyl)(2-hydroxyphenyl)methyl)piperazin-1-yl)-1-methyl-3-nitro-1,5-naphthyridin-2(1H)-on